OC(C)C=1C=C(C(=O)O)C=C(C1)OC 3-(1-hydroxyethyl)-5-methoxybenzoic acid